ortho-dimethylcyclohexane CC1C(CCCC1)C